2-(6-(1-ethylazetidin-3-yl)pyridazin-3-yl)-5-(7-methoxy-2-methyl-2H-indazol-5-yl)phenol hydrochloride Cl.C(C)N1CC(C1)C1=CC=C(N=N1)C1=C(C=C(C=C1)C1=CC2=CN(N=C2C(=C1)OC)C)O